C1(C(C(C(C(C1([2H])[2H])([2H])[2H])([2H])[2H])([2H])[2H])([2H])[2H])=O cyclohexanone-d10